(S)-(4'-(benzo[d]thiazol-2-yl)spiro[cyclopropane-1,7'-imidazo[4,5-c]pyridin]-5'(1'H,4'H,6'H)-yl)(2-(2-hydroxypropan-2-yl)oxazol-5-yl)methanone S1C(=NC2=C1C=CC=C2)[C@H]2N(CC1(C3=C2N=CN3)CC1)C(=O)C1=CN=C(O1)C(C)(C)O